methyl N-[5-({4-[(2S)-2-{[2-cyclopropyl-8-(trifluoromethyl)quinazolin-4-yl]amino}propyl]piperazin-1-yl}sulfonyl)-4-methyl-1,3-thiazol-2-yl]carbamate C1(CC1)C1=NC2=C(C=CC=C2C(=N1)N[C@H](CN1CCN(CC1)S(=O)(=O)C1=C(N=C(S1)NC(OC)=O)C)C)C(F)(F)F